Aza-stilbene C1(=NC=CC=C1)C=CC1=CC=CC=C1